CN1N=C(N=C1)CNC1=NC=C(C2=CC=CC=C12)C(C)=O 1-(1-(((1-methyl-1H-1,2,4-triazol-3-yl)methyl)amino)isoquinolin-4-yl)ethan-1-one